(3S)-N-[2-fluoro-5-(2-[[(2R)-1-hydroxypropan-2-yl]amino]-6-(morpholin-4-yl)pyridin-4-yl)-4-methylphenyl]-3-(2,2,2-trifluoroethyl)pyrrolidine-1-carboxamide FC1=C(C=C(C(=C1)C)C1=CC(=NC(=C1)N1CCOCC1)N[C@@H](CO)C)NC(=O)N1C[C@@H](CC1)CC(F)(F)F